dimethyl-1,2-epoxybutane CC1(C(CC)O1)C